ClC1=CC=CC2=C1C(OC(=N2)C)=O 5-chloro-2-methyl-3,1-benzoxazin-4-one